N-(5,6-Dimethoxy-benzothiazol-2-yl)-2-(4-ethanesulfonyl-phenyl)-2-(4-methoxy-phenoxy)-acetamide COC=1C(=CC2=C(N=C(S2)NC(C(OC2=CC=C(C=C2)OC)C2=CC=C(C=C2)S(=O)(=O)CC)=O)C1)OC